(3S)-3-{[2-(4-methoxyphenyl)-7-methyl-[1,2,4]triazolo[1,5-c]quinazolin-5-yl]amino}azepin-2-one COC1=CC=C(C=C1)C1=NN2C(=NC=3C(=CC=CC3C2=N1)C)NC=1C(N=CC=CC1)=O